N,N'-2,4-tolylenedimaleimide CC1=C(C=C(C=C1)N1C(C=CC1=O)=O)N1C(C=CC1=O)=O